6'-methyl-[2,3'-bipyridine]-2'-carboxylic acid methyl ester COC(=O)C1=NC(=CC=C1C1=NC=CC=C1)C